C(C)OCOC1=C(C(=CC(=C1)OC(F)(F)F)C)C1=CC=C(N=N1)CNC1CCOCC1 N-((6-(2-(Ethoxymethoxy)-6-methyl-4-(trifluoromethoxy)phenyl)pyridazin-3-yl)methyl)tetrahydro-2H-pyran-4-amine